COC1=CC=C(C=C1)CN(C=1C(=C(C(=CC1)F)C1CN2C(CO1)=C(N=C2)C(=O)OC)F)CC2=CC=C(C=C2)OC methyl 6-(3-[bis[(4-methoxyphenyl)methyl]amino]-2,6-difluorophenyl)-5H,6H,8H-imidazo[4,3-c][1,4]oxazine-1-carboxylate